ClC1=CC(=C(OCC2=NC=CC(=N2)NC2CCN(CC2)CC2=NC3=C(N2C[C@H]2OCC2)C=C(C=C3)C(=O)O)C=C1)F 2-{[4-({2-[(4-chloro-2-fluorophenoxy)methyl]pyrimidin-4-yl}amino)piperidin-1-yl]methyl}-1-{[(2S)-oxetan-2-yl]methyl}-1H-1,3-benzodiazole-6-carboxylic acid